FC(C1=C(C=C(C=N1)C1=N[C@H]([C@@H](OC2=C1C=CC=C2F)C)C)C)F (2S,3S)-5-(6-(difluoromethyl)-5-methylpyridin-3-yl)-9-fluoro-2,3-dimethyl-2,3-dihydrobenzo[f][1,4]oxazepine